CC1=NC(=CC=C1S(=O)(=O)N1CCC2(CC(CO2)=O)CC1)C(F)(F)F 8-((2-methyl-6-(trifluoromethyl)pyridin-3-yl)sulfonyl)-1-oxa-8-azaspiro[4.5]decan-3-one